(2R,3R,4R,5S)-2-methyl-1-(((R)-1-phenylpyrrolidin-3-yl)methyl)piperidin-3,4,5-triol C[C@H]1N(C[C@@H]([C@H]([C@@H]1O)O)O)C[C@@H]1CN(CC1)C1=CC=CC=C1